3-(3-((3-methoxy-4-nitrobenzyl)amino)phenyl)piperidine-1-carboxylic acid tert-butyl ester C(C)(C)(C)OC(=O)N1CC(CCC1)C1=CC(=CC=C1)NCC1=CC(=C(C=C1)[N+](=O)[O-])OC